C(C)(CC)N1C(N=C2C(C1=O)=CC=CN2CC2=CN=C(S2)Cl)=O 3-(sec-butyl)-8-((2-chlorothiazol-5-yl)methyl)pyrido[2,3-d]pyrimidine-2,4(3H,8H)-dione